((1R,2S,5S)-3-benzyl-3-azaspiro[bicyclo[3.1.0]hexane-6,1'-cyclohexan]-2-yl)methanol C(C1=CC=CC=C1)N1[C@@H]([C@@H]2[C@H](C1)C21CCCCC1)CO